3-(N,N-dimethylamino)-2,2-dimethyl-1-propylchloride CN(C)CC(CCl)(C)C